2-nitrobenzyl (9-((2R,4S,5R)-4-((tert-butyldimethylsilyl)oxy)-5-(((tert-butyldimethylsilyl) oxy)methyl) tetrahydrofuran-2-yl)-9H-purin-6-yl)carbamate [Si](C)(C)(C(C)(C)C)O[C@H]1C[C@@H](O[C@@H]1CO[Si](C)(C)C(C)(C)C)N1C2=NC=NC(=C2N=C1)NC(OCC1=C(C=CC=C1)[N+](=O)[O-])=O